BrC=1C=2N(C(=CC1)Cl)C=NN2 8-bromo-5-chloro-[1,2,4]Triazolo[4,3-a]pyridine